O1C(=CC2=C1C=CC=C2)C([C@@H](CC)NC)=O (R)-1-(benzofuran-2-yl)-2-(methylamino)butan-1-one